4-chlorobenzo[b]naphtho[2,3-d]furan ClC1=CC=CC2=C1OC1=C2C=C2C=CC=CC2=C1